(5R)-N-(azetidin-3-yl)-6-(2,3-dichloro-6-hydroxyphenyl)piperidine-3-carboxamide N1CC(C1)NC(=O)C1CNC(CC1)C1=C(C(=CC=C1O)Cl)Cl